(S)-quinuclidin-3-yl ((R)-6-(4-ethoxyphenyl)-7-fluoro-2,2-dimethyl-1,2,3,4-tetrahydronaphthalen-1-yl)carbamate C(C)OC1=CC=C(C=C1)C=1C=C2CCC([C@H](C2=CC1F)NC(O[C@@H]1CN2CCC1CC2)=O)(C)C